NC1=C(C=C(C(=C1)C=1C=C(C=2N(C1)N=CN2)OC)C(C)C)N[C@@H]2CN(CCC2)C(=O)OC(C)(C)C tert-butyl (S)-3-((2-amino-5-isopropyl-4-(8-methoxy-[1,2,4]triazolo[1,5-a]pyridin-6-yl)phenyl)amino)piperidine-1-carboxylate